C(C)(C)C=1C(=NNC1C=1C=C(C=2N(C1)N=CN2)C)C2=NC=C(C=N2)C2CCN(CC2)C(C)C(C)C 6-(4-isopropyl-3-(5-(1-(3-methylbut-2-yl)piperidin-4-yl)pyrimidin-2-yl)-1H-pyrazol-5-yl)-8-methyl-[1,2,4]triazolo[1,5-a]pyridine